10λ6-thia-1,3,9,14,21-pentaazatetracyclo[15.2.1.111,14.02,7]henicosa-2,4,6,11(21),12-pentaene-8,10,10-trione N12C3=NC=CC=C3C(NS(C=3C=CN(CCC(CC1)C2)N3)(=O)=O)=O